N-tetradecyl-2-(3-methoxy-4-tetrahydropyranyloxyphenyl)-3,5,7-tritetrahydropyranyloxyquinolin-4-one C(CCCCCCCCCCCCC)N1C(=C(C(C2=C(C=C(C=C12)OC1OCCCC1)OC1OCCCC1)=O)OC1OCCCC1)C1=CC(=C(C=C1)OC1OCCCC1)OC